N-{(2S,3R,4S)-1-(cyclopropanecarbonyl)-4-fluoro-2-[(2-fluoro-3'-methyl[1,1'-biphenyl]-3-yl)methyl]pyrrolidin-3-yl}-ethanesulfonamide C1(CC1)C(=O)N1[C@H]([C@H]([C@H](C1)F)NS(=O)(=O)CC)CC=1C(=C(C=CC1)C1=CC(=CC=C1)C)F